ClC=1C(=C(OCC(=O)OCC)C=C(C1CC1=CC(=C(C=C1)O)C(C)C)CC)F ethyl 2-(3-chloro-5-ethyl-2-fluoro-4-(4-hydroxy-3-isopropylbenzyl)phenoxy)acetate